(R)-3-((3-(4-amino-2-methylpyrido[3,2-d]pyrimidin-6-yl)phenyl)ethynyl)-3-hydroxy-1-methylpyrrolidin-2-one NC=1C2=C(N=C(N1)C)C=CC(=N2)C=2C=C(C=CC2)C#C[C@]2(C(N(CC2)C)=O)O